N1N=NC=C1C(C(=O)N1C(CCC1)C(=O)N)C 1-[2-(1H-1,2,3-triazol-5-yl)propionyl]pyrrolidine-2-carboxamide